benzyl (R)-3-(1-bromoimidazo[1,5-a]pyrazin-3-yl)piperidine-1-carboxylate BrC=1N=C(N2C1C=NC=C2)[C@H]2CN(CCC2)C(=O)OCC2=CC=CC=C2